2-fluoro-3-((R)-1-methylpyrrolidin-2-yl)acryloylAmine FC(C(=O)N)=C[C@@H]1N(CCC1)C